2-(2-(1,3-dioxolan-2-yl)-3-((4-methoxybenzyl)oxy)phenyl)acetaldehyde O1C(OCC1)C1=C(C=CC=C1OCC1=CC=C(C=C1)OC)CC=O